CN1C(NC2=C1C=C(C=C2)C=O)=O 3-methyl-2-oxo-1H-benzimidazole-5-carbaldehyde